3-(4-phenoxyphenyl)pyridin O(C1=CC=CC=C1)C1=CC=C(C=C1)C=1C=NC=CC1